The molecule is an iminium ion that forms the cationic portion of the histological dye 'ethyl green'. It is an iminium ion and a quaternary ammonium ion. CC[N+](C)(C)C1=CC=C(C=C1)C(=C2C=CC(=[N+](C)C)C=C2)C3=CC=C(C=C3)N(C)C